N1=NN(C2=NC=CC=C21)C2=CC(=C(C(=O)N(C1=NC=CC3=CC=C(C=C13)COC(NC)=O)[C@H]1CN(CCC1)C(=O)OC(C)(C)C)C=C2)F tert-butyl (R)-3-(4-(3H-[1,2,3]triazolo[4,5-b]pyridin-3-yl)-2-fluoro-N-(7-(((methylcarbamoyl)oxy)methyl)isoquinolin-1-yl)benzamido)piperidine-1-carboxylate